O[C@H](CNC(=O)C=1C2=C(SC1NC1=C(C=C(C=C1)I)F)C(CCC2)=O)CO (R)-N-(2,3-dihydroxypropyl)-2-((2-fluoro-4-iodophenyl)amino)-7-oxo-4,5,6,7-tetrahydrobenzo[b]thiophene-3-carboxamide